azo-diisovalerate N(=NC(C(=O)[O-])C(C)C)C(C(=O)[O-])C(C)C